FC(=C1CC2(CCCN2C1)C(O)([2H])[2H])F (2-(difluoromethylene)tetrahydro-1H-pyrrolizin-7a(5H)-yl)methan-d2-ol